N(=[N+]=[N-])CC1[C@H]2N(C(O1)=O)C[C@H](C2)C2=C(C(=CC=C2OC)Cl)Cl (6R,7aS)-1-(azidomethyl)-6-(2,3-dichloro-6-methoxyphenyl)tetrahydro-1H,3H-pyrrolo[1,2-c]oxazol-3-one